5-[[2-[(2R,5S)-2-(1H-indazol-4-yl)-5-methyl-1-piperidyl]-2-oxo-acetyl]amino]-2-methoxy-pyridine-3-carboxamide N1N=CC2=C(C=CC=C12)[C@@H]1N(C[C@H](CC1)C)C(C(=O)NC=1C=C(C(=NC1)OC)C(=O)N)=O